tert-butyl ((1R,2R)-2-((2-(2,6-dioxo-1-((2-(trimethylsilyl)ethoxy)methyl)piperidin-3-yl)-1-oxoisoindolin-5-yl)oxy)-4,4-dimethylcyclopentyl)carbamate O=C1N(C(CCC1N1C(C2=CC=C(C=C2C1)O[C@H]1[C@@H](CC(C1)(C)C)NC(OC(C)(C)C)=O)=O)=O)COCC[Si](C)(C)C